BrC=1NC(=NN1)C1=C(N)C=CC=C1 2-(5-bromo-4H-1,2,4-triazol-3-yl)aniline